N1(CCNCCCNCCNCCCCC1)C1CCCCCCCCCCCCCCC1 1,4,8,11-tetraazabicyclohexadecane